C(C)(=O)N1[C@H]([C@@H]([C@H](C2=CC(=CC=C12)C(=O)NCCO[Si](C)(C)C(C)(C)C)NC1=NC=CC(=C1)C)C)CC (2S,3R,4R)-1-acetyl-N-(2-((tert-butyldimethylsilyl)oxy)ethyl)-2-ethyl-3-methyl-4-((4-methylpyridin-2-yl)amino)-1,2,3,4-tetrahydroquinoline-6-carboxamide